2-iodo-9,9-bis(4-aminophenyl)fluorene tert-Butyl-3-(6-iodo-7-tosyl-7H-pyrrolo[2,3-d]pyrimidin-4-yl)-3,8-diazabicyclo[3.2.1]octane-8-carboxylate C(C)(C)(C)OC(=O)N1C2CN(CC1CC2)C=2C1=C(N=CN2)N(C(=C1)I)S(=O)(=O)C1=CC=C(C)C=C1.IC1=CC=2C(C3=CC=CC=C3C2C=C1)(C1=CC=C(C=C1)N)C1=CC=C(C=C1)N